2-(3-fluoro-2-methylphenyl)-3-(trifluoromethyl)pyridine FC=1C(=C(C=CC1)C1=NC=CC=C1C(F)(F)F)C